C1(CCCC1)N1C(NC(C(=C1)[C@@H]1O[C@@H]([C@H]([C@H]1O)O)CO)=O)=O 1-cyclopentyl-5-((2S,3R,4S,5R)-3,4-dihydroxy-5-(Hydroxymethyl)tetrahydrofuran-2-yl)pyrimidine-2,4(1H,3H)-dione